Cl.C(C)(N)=N ethanimidamide hydrochloride salt